C1(CC1)C1=NC(=NC=C1O[C@@H]1C[C@H](CCC1)C(=O)OC)C=1N=NN(C1CO)C Methyl (1S,3S)-3-((4-cyclopropyl-2-(5-(hydroxymethyl)-1-methyl-1H-1,2,3-triazol-4-yl)pyrimidin-5-yl)oxy)cyclohexane-1-carboxylate